CC1=C(C(=C(C2=C1O[C@](CC2)(C)CCC[C@H](C)CCC[C@H](C)CCCC(C)C)C)OC(=O)CCC(=O)O)C α-Tocopheryl Hydrogen Succinate